N1(CCCCC1)C(=O)OCC1=CC=CC=C1 Benzyl piperidine-1-carboxylate